COC(=O)C=1C=CC2=CN(N=C2C1)CCC1=CC=C(C=C1)F 2-(2-(4-Fluorophenyl)ethyl)-2H-indazole-6-carboxylic acid methyl ester